1-(2-chloro-4-((5-(3-((2-methoxyethyl)(methyl)amino)propoxy)-2,3-dihydro-[1,4]dioxino[2,3-f]quinolin-10-yl)oxy)phenyl)-3-cyclopropylurea ClC1=C(C=CC(=C1)OC1=CC=NC2=CC(=C3C(=C12)OCCO3)OCCCN(C)CCOC)NC(=O)NC3CC3